((1-cyclopropyl-3-(tetrahydro-2H-pyran-4-yl)-1H-pyrazol-4-yl)oxy)-7-(6-(methylsulfonyl)pyridin-3-yl)quinoline C1(CC1)N1N=C(C(=C1)OC1=NC2=CC(=CC=C2C=C1)C=1C=NC(=CC1)S(=O)(=O)C)C1CCOCC1